OC=1C(=CC2=CN(N=C2C1C)C)C=1N=CC2=C(N1)C=CN(C2=O)C2C[C@@H](N([C@@H](C2)C)C(=O)OC(C)(C)C)C tert-butyl (2S,6R)-4-[2-(6-hydroxy-2,7-dimethyl-indazol-5-yl)-5-oxo-pyrido[4,3-d]pyrimidin-6-yl]-2,6-dimethyl-piperidine-1-carboxylate